(+)-trans-3-(1,1-dimethylheptyl)-6,6a,7,8,10,10a-hexahydro-1-hydroxy-6,6-dimethyl-9H-dibenzo[b,d]pyran-9-one CC(CCCCCC)(C)C=1C=C(C2=C(OC([C@H]3[C@H]2CC(CC3)=O)(C)C)C1)O